4-((4-(((2S,6R)-2,6-dimethylmorpholino)methyl)-6-((5-(5-phenyl-1,3,4-oxadiazol-2-yl)thiazol-2-yl)amino)pyridin-2-yl)amino)adamantane-1-ol C[C@@H]1O[C@@H](CN(C1)CC1=CC(=NC(=C1)NC=1SC(=CN1)C=1OC(=NN1)C1=CC=CC=C1)NC1C2CC3(CC(CC1C3)C2)O)C